(S)-3-fluoro-2-(4-(3-(3-hydroxypyrrolidin-1-yl-2,2,5,5-d4)-1H-pyrazol-1-yl)-5-oxo-6,7-dihydro-5H-pyrrolo[3,4-b]pyridin-2-yl)benzonitrile FC=1C(=C(C#N)C=CC1)C1=CC(=C2C(=N1)CNC2=O)N2N=C(C=C2)N2C([C@H](CC2([2H])[2H])O)([2H])[2H]